CCC(CCCCCCCCC(=O)[O-])C(=O)[O-] Undecane-3,11-dicarboxylate